3-aminopropyl-tris(isopropoxy)silane NCCC[Si](OC(C)C)(OC(C)C)OC(C)C